tert-butyl N-[(1R,3R)-3-[[1-(benzenesulfonyl)-5-nitro-pyrrolo[2,3-b]pyridin-4-yl]amino]cyclopentyl]carbamate C1(=CC=CC=C1)S(=O)(=O)N1C=CC=2C1=NC=C(C2N[C@H]2C[C@@H](CC2)NC(OC(C)(C)C)=O)[N+](=O)[O-]